C(C)OC(=O)C1=C(C2=C(NC3=CC=CC=C3C2=O)CCCC1)CCCC ethyl-11-butyl-12-oxo-5,6,7,8,9,12-hexahydrocycloocta[b]quinoline-10-carboxylate